[Fe-3](C#N)(C#N)(C#N)(C#N)(C#N)C#N.[Cr](=O)([O-])[O-].[K+] potassium chromite ferricyanide